N1CCC2=CC(=CC=C12)C1=CN=CC=2C(CCCC12)NC(CC)=O N-(4-(dihydroindole-5-yl)-5,6,7,8-tetrahydroisoquinolin-8-yl)propanamide